methyl 5-pyrimidin-2-ylthiazole-4-carboxylate N1=C(N=CC=C1)C1=C(N=CS1)C(=O)OC